methyl (2S)-2-(tert-butoxycarbonylamino)-3-hydroxy-3-methyl-butanoate C(C)(C)(C)OC(=O)N[C@H](C(=O)OC)C(C)(C)O